dicholine succinate C(CCC(=O)[O-])(=O)[O-].OCC[N+](C)(C)C.OCC[N+](C)(C)C